BrC=1C=NN(C1C)C1CN(C1)C1CN(CCC1)C(=O)OC(C)(C)C tert-butyl 3-[3-(4-bromo-5-methylpyrazol-1-yl)azetidin-1-yl]piperidine-1-carboxylate